N1(C=NC=C1)C1CN(C1)C=1C2=C(N=C(N1)OC[C@]13CCCN3C[C@@H](C1)F)C(=C(N=C2)C2=CC(=CC1=CC=C(C(=C21)CC)F)O)F 4-(4-(3-(1H-imidazol-1-yl)azetidin-1-yl)-8-fluoro-2-(((2R,7aS)-2-fluorohexahydro-1H-pyrrolizin-7a-yl)methoxy)pyrido[4,3-d]pyrimidin-7-yl)-5-ethyl-6-fluoronaphthalen-2-ol